ClC=1C=C(C=CC1C#N)N1CC(N(CC1C)C(=O)NC=1C=NC(=CC1)OCCCOCCCOC=1C=C2C(N(C(C2=CC1)=O)C1C(NC(CC1)=O)=O)=O)C 4-(3-chloro-4-cyanophenyl)-N-(6-(3-(3-((2-(2,6-dioxopiperidin-3-yl)-1,3-dioxoisoindolin-5-yl)oxy)propoxy)propoxy)pyridin-3-yl)-2,5-dimethylpiperazine-1-carboxamide